2-acetamido-N-[2-({phenyl[4-(propan-2-yl)phenyl]methyl}carbamoyl)cyclopentyl]butanediamide C(C)(=O)NC(C(=O)NC1C(CCC1)C(NC(C1=CC=C(C=C1)C(C)C)C1=CC=CC=C1)=O)CC(=O)N